Cl.N[C@H]1CN(CC1)C=1C=2N(C=CN1)N=C(N2)N (R)-8-(3-aminopyrrolidin-1-yl)-[1,2,4]triazolo[1,5-a]pyrazin-2-amine hydrochloride